4-(1-(butylcarbamothioyl)piperidin-4-yl)-1H-pyrrolo[2,3-b]pyridin C(CCC)NC(=S)N1CCC(CC1)C1=C2C(=NC=C1)NC=C2